1-(3-(4,4,5,5-tetramethyl-1,3,2-dioxaborolan-2-yl)phenyl)-1H-pyrazole CC1(OB(OC1(C)C)C=1C=C(C=CC1)N1N=CC=C1)C